OC1=C(C=CC(=C1)O)/C=C/C(=O)NCCCNC(\C=C\C1=NC=CC=C1)=O (E)-3-(2,4-dihydroxyphenyl)-N-[3-[(E)-3-(pyridin-2-yl)acrylamido]propyl]acrylamide